(3R)-3-amino-4-(2,4,5-trifluorophenyl)butanoic acid methyl ester (R)-(-)-mandelate salt C([C@H](O)C1=CC=CC=C1)(=O)O.COC(C[C@@H](CC1=C(C=C(C(=C1)F)F)F)N)=O